3-fluoro-4-[2-cyclopropyl-6-[3-(trifluoromethyl)phenyl]imidazo[1,2-a]pyrazin-3-yl]phenol FC=1C=C(C=CC1C1=C(N=C2N1C=C(N=C2)C2=CC(=CC=C2)C(F)(F)F)C2CC2)O